BrCCCCCC(=O)Cl 6-bromohexanoyl chloride